CC=1C=C(C=CC1C(N[C@H](C)C1=CC(=NC2=CC=CC=C12)C=1C=NN(C1)C)=O)CC(=O)OC methyl (R)-2-(3-methyl-4-((1-(2-(1-methyl-1H-pyrazol-4-yl)quinolin-4-yl)ethyl)carbamoyl)phenyl)acetate